Tri(methylthio)benzene CSC=1C(=C(C=CC1)SC)SC